C(C)C=1C(=C(C#N)C=CC1)C(F)(F)F 3-ethyl-2-(trifluoromethyl)benzonitrile